CN1CC(C1)C(=O)N[C@@H](CCN1C2CC(CC1CC2)N2C(=NC1=C2C=CC=C1F)C)C1=CC=CC=C1 1-Methyl-N-{(1S)-3-[3-exo-(4-fluoro-2-methyl-1H-benzimidazol-1-yl)-8-azabicyclo[3.2.1]oct-8-yl]-1-phenylpropyl}-3-azetidinecarboxamide